2-[1-[4-(2,6-dibenzyloxy-3-pyridinyl)-2-fluoro-phenyl]-4-hydroxy-4-piperidinyl]acetic acid tert-butyl ester C(C)(C)(C)OC(CC1(CCN(CC1)C1=C(C=C(C=C1)C=1C(=NC(=CC1)OCC1=CC=CC=C1)OCC1=CC=CC=C1)F)O)=O